ClC1=C(C(=CC=C1)Cl)C1=CC2=C(N=C(N=C2)NC2=NC=C(C=C2)OC2(CC2)C2COCC2)N(C1=O)C 6-(2,6-dichlorophenyl)-8-methyl-2-((5-(1-(tetrahydrofuran-3-yl)cyclopropoxy)pyridin-2-yl)amino)pyrido[2,3-d]pyrimidin-7(8H)-one